5,6-dihydropyrimidine-1(4H)-carboxylic acid tert-butyl ester C(C)(C)(C)OC(=O)N1C=NCCC1